C(C1=CC=CC=C1)C(C(=O)O)CCCCCCCCCCCCCCCC alpha-benzyl-stearic acid